1-{2-Ethyl-4-(oxiranylmethoxy)phenyl}-4-{4-(oxiranylmethoxy)phenyl}-1-cyclohexene C(C)C1=C(C=CC(=C1)OCC1OC1)C1=CCC(CC1)C1=CC=C(C=C1)OCC1OC1